1,3,4-oxadiazoleoxyether O1C(=NN=C1)OOOC=1OC=NN1